methyl 5-methyl-1-(6-methylpyridin-3-yl)-4-((2-(trifluoromethyl) pyridin-4-yl) ethynyl)-1H-imidazole-2-carboxylate CC1=C(N=C(N1C=1C=NC(=CC1)C)C(=O)OC)C#CC1=CC(=NC=C1)C(F)(F)F